COC([C@@H]([C@H](CC1=C(C=CC=C1)Cl)O)O)=O (2R,3S)-methyl-4-(2-chlorophenyl)-2,3-dihydroxybutyrate